NC1=NC=CC=2N1C(=NC2C2CCC(CC2)=O)C2=CC=C(C(=O)NC1=NC=CC(=C1)C(F)(F)F)C=C2 4-(5-amino-1-(4-oxocyclohexyl)imidazo[1,5-c]pyrimidin-3-yl)-N-(4-(trifluoromethyl)pyridin-2-yl)benzamide